OC12CC3(CC(CC(C1)C3)C2)[C@@](C(=O)O)(O)N 2-(3-hydroxy-1-adamantyl)-(2S)-aminoglycolic acid